2,4,6-trimethylbenzene-1-ol CC1=C(C(=CC(=C1)C)C)O